4'-chloro-N-(4-(4,4-difluoropiperidin-1-yl)-6-methylpyrimidin-2-yl)-5-((2-hydroxyethyl)sulfonamido)-[1,1'-biphenyl]-2-carboxamide ClC1=CC=C(C=C1)C=1C(=CC=C(C1)NS(=O)(=O)CCO)C(=O)NC1=NC(=CC(=N1)N1CCC(CC1)(F)F)C